3,5-dimethyl-4-chlorobenzeneboronic acid CC=1C=C(C=C(C1Cl)C)B(O)O